COC1=C2C(C(=C(OC2=CC(=C1)OC)C1=CC(=C(C(=C1)OC)OC)OC)OCCCCSC1=NC2=C(N1S(=O)(=O)C1=CC=CC=C1)C=CC=C2)=O 5,7-dimethoxy-3-(4-((1-(phenylsulfonyl)-1H-benzimidazol-2-yl)thio)butyloxy)-2-(3,4,5-trimethoxyphenyl)-4H-chromen-4-one